O=C(/C=C/C(=O)OC(C)C)C(=O)OC(C)C 1,5-bis(propan-2-yl) (2E)-4-oxopent-2-enedioate